3-methyl-5-(8-(trifluoromethyl)quinoxalin-5-yl)cyclohexanamine CC1CC(CC(C1)C1=C2N=CC=NC2=C(C=C1)C(F)(F)F)N